2-[3-(2-methoxypyrimidin-5-yl)-1,2-oxazol-5-yl]-3-methylbutanoic acid methyl ester COC(C(C(C)C)C1=CC(=NO1)C=1C=NC(=NC1)OC)=O